(R)-7-isopropyl-3-(3-methoxypropoxy)-11-oxo-2-vinyl-6,7-dihydro-11H-benzo[f]pyrido[1,2-d][1,4]oxazepine-10-carboxylic acid C(C)(C)[C@@H]1COC2=C(C=3N1C=C(C(C3)=O)C(=O)O)C=C(C(=C2)OCCCOC)C=C